Quinoline-4-carboxamidine HCl salt Cl.N1=CC=C(C2=CC=CC=C12)C(=N)N